2-(2-(2-((2-(2,6-dioxopiperidin-3-yl)-1,3-dioxoisoindolin-5-yl)oxy)ethoxy)ethoxy)acetaldehyde O=C1NC(CCC1N1C(C2=CC=C(C=C2C1=O)OCCOCCOCC=O)=O)=O